BrC=1C(N(S(C1)(=O)=O)CCCCCC(=O)O)=O 6-(4-bromo-1,1-dioxido-3-oxoisothiazol-2(3H)-yl)hexanoic acid